(S,Z)-methyl 3-(2-(3-(2,3-bis(tert-butoxycarbonyl)guanidino)-benzamido)acetamido)-2-(2,6-dichloro-4-morpholinobenzamido)propanoate C(C)(C)(C)OC(=O)\N=C(\NC=1C=C(C(=O)NCC(=O)NC[C@@H](C(=O)OC)NC(C2=C(C=C(C=C2Cl)N2CCOCC2)Cl)=O)C=CC1)/NC(=O)OC(C)(C)C